CC1(OC2=C(C1)C=C(C(=C2)N2C[C@@]1(CCOC1)CC2)NC(=O)C=2C=NN1C2N=CC=C1)C (S)-N-(2,2-dimethyl-6-(2-oxa-7-azaspiro[4.4]nonan-7-yl)-2,3-dihydrobenzofuran-5-yl)pyrazolo[1,5-a]pyrimidine-3-carboxamide